ClCCCOC1=CC=C(C=C1)N=NC1=CC=C(C(=O)O)C=C1 4-((4-(3-chloropropoxy)phenyl)diazenyl)benzoic acid